3-[(2,4-difluorobenzyl)sulfanyl]-5-propyl-[1,2,4]triazolo[4,3-a]pyrimidin-7(8H)-one FC1=C(CSC2=NN=C3N2C(=CC(N3)=O)CCC)C=CC(=C1)F